4-(trifluoromethylthio)benzyl bromide FC(SC1=CC=C(CBr)C=C1)(F)F